C(C)(=O)O[C@H](COC1=C(C=C(C=C1Cl)C(C)(C)C1=CC=C(C=C1)OC[C@@H](CN(C(C)=O)S(=O)(=O)C)OC(C)=O)Cl)CCl (R)-1-(4-(2-(4-((R)-2-acetoxy-3-(N-(methylsulfonyl)acetamido)propoxy) phenyl)propan-2-yl)-2,6-dichlorophenoxy)-3-chloropropan-2-yl acetate